bromo-2-((6-cyclopropylpyridin-3-yl)methoxy)-3-ethoxypyridine BrC1=C(C(=NC=C1)OCC=1C=NC(=CC1)C1CC1)OCC